tert-butyl 8-cyano-10-methyl-11-oxo-3,4,8,9,10,11-hexahydro-1H-pyrido[4',3':3,4]pyrazolo[1,5-a][1,4]-diazepine-2(7H)-carboxylate C(#N)C1CN(C(C=2N(C1)N=C1C2CN(CC1)C(=O)OC(C)(C)C)=O)C